tert-Butyl N-[(1R)-3-methyl-1-[[4-(4,4,5,5-tetramethyl-1,3,2-dioxaborolan-2-yl)phenyl]carbamoyl]butyl]carbamate CC(C[C@H](C(NC1=CC=C(C=C1)B1OC(C(O1)(C)C)(C)C)=O)NC(OC(C)(C)C)=O)C